NCCC#CC1=CC=CC(=N1)C(=O)NC1C(NC(CC1)=O)=O 6-(4-aminobut-1-yn-1-yl)-N-(2,6-dioxopiperidin-3-yl)picolinamide